ClC=1C=C2C(=NC(=NC2=C(C1C=1C(=CC=C2C=NN(C12)C)C)F)OC[C@]12CCCN2C[C@@H](C1)F)N1CC(CCCC1)(F)F 6-chloro-4-(3,3-difluoro-azepan-1-yl)-7-(1,6-dimethyl-1H-indazol-7-yl)-8-fluoro-2-(((2R,7aS)-2-fluoro-tetrahydro-1H-pyrrolizin-7a(5H)-yl)-methoxy)quinazoline